(4-(4-cyano-N-(4-cyclohexylbenzyl)benzoylamino)phenyl)boronic acid C(#N)C1=CC=C(C(=O)N(CC2=CC=C(C=C2)C2CCCCC2)C2=CC=C(C=C2)B(O)O)C=C1